CN(S(=O)(=O)CC1=CC=CC=C1)[C@@H]1CNCC1 N-methyl-1-phenyl-N-[(3S)-pyrrolidin-3-yl]methanesulfonamide